CCC(C(CCC)O)O heptane-3,4-diol